[C@]12(C(CC(CC1)C2(C)C)O)C (R)-(+)-borneol